FC1=CC2=C(N(C(C(N2C)=O)=O)C2CCN(CC2)C=2N=CC3=C(N2)C=CO3)N=C1 7-fluoro-4-(1-(furo[3,2-d]pyrimidin-2-yl)piperidin-4-yl)-1-methyl-1,4-dihydropyrido[2,3-b]pyrazine-2,3-dione